5-(6-(difluoromethoxy)pyridin-3-yl)-N-(2-fluoro-2-methylpropyl)-7H-pyrrolo[2,3-d]pyrimidin-2-amine FC(OC1=CC=C(C=N1)C1=CNC=2N=C(N=CC21)NCC(C)(C)F)F